ClC1=NC(=C(C(=N1)N)[N+](=O)[O-])N 2-chloro-5-nitropyrimidine-4,6-diamine